C(C)(C)(C)C=1SC(=C(N1)C1=C(C(=CC(=C1)Cl)NS(=O)(=O)CCC)F)C1=NC(=NC=C1)NCC(C(C(=O)O)F)C 4-((4-(2-(tert-butyl)-4-(5-chloro-2-fluoro-3-(propylsulfonamido)phenyl)thiazol-5-yl)pyrimidin-2-yl)amino)-2-fluoro-3-methylbutanoic acid